2-(6-methylpyrazolo[1,5-a]pyrazin-2-yl)-7-(piperazin-1-yl)-4H-pyrido[1,2-a]pyrimidin-4-one CC=1N=CC=2N(C1)N=C(C2)C=2N=C1N(C(C2)=O)C=C(C=C1)N1CCNCC1